N-[4-[(3-bromophenyl)amino]-6-quinazolinyl]-2-butynylamide BrC=1C=C(C=CC1)NC1=NC=NC2=CC=C(C=C12)[N-]CC#CC